NC1(CCN(CC1)C1=CN=C2C(=N1)NN=C2C2=C(C(=NC=C2)NC)Cl)C 4-(6-(4-Amino-4-methylpiperidin-1-yl)-1H-pyrazolo[3,4-b]pyrazin-3-yl)-3-chloro-N-methylpyridin-2-amine